(6-bromo-7-methylimidazo[1,2-a]pyrimidin-3-yl)[(3R,3'R)-3'-hydroxy-1,4-dihydro-1'H,2H-spiro[isoquinoline-3,4'-piperidin]-1'-yl]methanone BrC=1C(=NC=2N(C1)C(=CN2)C(=O)N2C[C@H]([C@@]1(CC2)NCC2=CC=CC=C2C1)O)C